ClC1=CC=C(CNC(=O)NCCCCC2CCN(CC2)C(=O)C=2N=NN(C2)C)C=C1 1-(4-chlorobenzyl)-3-(4-(1-(1-methyl-1H-1,2,3-triazole-4-carbonyl)piperidin-4-yl)butyl)urea